O=C1N(CC2=CC=C(C=C12)N1CCN(CC1)C1CNCC1)C1C(NC(CC1)=O)=O 3-(1-oxo-6-(4-(pyrrolidin-3-yl)piperazin-1-yl)isoindolin-2-yl)piperidine-2,6-dione